C(CCC)C(=CCOC(CCCNC(C(CCC(NCCCCCCCCCCCCCC)=O)N)=O)=O)CCCC 3-butylhept-2-enyl-4-[[2-amino-5-oxo-5-(tetradecylamino)pentanoyl]amino]butanoate